FC=1C=C(C=C(C1)F)C1=C2C(=NN1C)[C@@H]1CCC[C@H](C2)N1C(=O)C1=CC2=C(N=C(O2)C)C=C1 ((5R,9S)-3-(3,5-Difluorophenyl)-2-methyl-4,5,6,7,8,9-hexahydro-2H-5,9-epiminocycloocta[c]pyrazol-10-yl)(2-methylbenzo[d]oxazol-6-yl)methanone